C(N)(=O)C=1C=CC(=C2[C@@H]([C@H](NC12)C)C)C1=C2CCN(CC2=CC=C1)C(=O)OC(C)(C)C tert-butyl 5-((2R,3S)-7-carbamoyl-2,3-dimethylindolin-4-yl)-3,4-dihydroisoquinoline-2(1H)-carboxylate